[7-(6-amino-3-pyridinyl)-2,3-dihydro-1,4-benzoxazepin-4(5H)-yl][3-fluoro-2-methyl-4-(methylsulfonyl)phenyl]-methanone NC1=CC=C(C=N1)C=1C=CC2=C(CN(CCO2)C(=O)C2=C(C(=C(C=C2)S(=O)(=O)C)F)C)C1